IndoleCarboxamide N1C(=CC2=CC=CC=C12)C(=O)N